7-fluoro-1-isopropyl-4-(4,4,5,5-tetramethyl-1,3,2-dioxaborolan-2-yl)-1H-indazole FC=1C=CC(=C2C=NN(C12)C(C)C)B1OC(C(O1)(C)C)(C)C